ClC1=CC=C(CN2[C@@H](C(N(CC2=O)C2=NC=C(C=C2F)OC)=O)C2COC2)C=C1 (R)-4-(4-chlorobenzyl)-1-(3-fluoro-5-methoxy-pyridin-2-yl)-3-(oxetan-3-yl)piperazine-2,5-dione